C(#N)CCN(C(=O)N1C[C@@H]2CN([C@H](C1)C(C2)(C)C)C2=CC=C(C=C2)OCC)C (1S,5S)-N-(2-cyanoethyl)-6-(4-ethoxyphenyl)-N,9,9-trimethyl-3,6-diazabicyclo[3.2.2]nonane-3-carboxamide